N(=[N+]=[N-])C1=CC(=C(C=C1)NCCCCCCN[C@@H]1[C@@H]([C@H]([C@@H]([C@@](C1)(O)CO)O)O)O)[N+](=O)[O-] (1S,2S,3R,4S,5S)-5-((6-((4-azido-2-nitrophenyl)amino)hexyl)amino)-1-(hydroxymethyl)cyclohexane-1,2,3,4-tetraol